N1N=CC(=C1)NC1=CC=NC=N1 6-((1H-pyrazol-4-yl)amino)pyrimidine